Cl.N[C@@H]1CN(CCC1)C1=CC(=NC=C1C=1C=NN(C1)C1CC1)NC1=NC(=C(C#N)C=C1)C1=C(C=CC=C1OC)F 6-((4-((S)-3-aminopiperidin-1-yl)-5-(1-cyclopropyl-1H-pyrazol-4-yl)pyridin-2-yl)amino)-2-(2-fluoro-6-methoxyphenyl)nicotinonitrile hydrochloride